ClC1=CC=2N=CN=C(C2N=C1C1C2(CC2CO1)C(=O)N)C=1C(=NN(C1)C)C1=CC=CC=C1 (7-chloro-4-(1-methyl-3-phenyl-1H-pyrazol-4-yl)pyrido[3,2-d]pyrimidin-6-yl)-3-oxabicyclo[3.1.0]hexane-1-carboxamide